tert-butyl 4-(((2S)-4-(5-(2,6-dioxopiperidin-3-yl)pyridin-2-yl)-2-methylpiperazin-1-yl)methyl)piperidine-1-carboxylate O=C1NC(CCC1C=1C=CC(=NC1)N1C[C@@H](N(CC1)CC1CCN(CC1)C(=O)OC(C)(C)C)C)=O